BrC=1C=2N(C=C(C1C)F)C=CN2 8-Bromo-6-fluoro-7-methylimidazo[1,2-a]pyridine